6-(1-(difluoromethyl)-1H-pyrazol-4-yl)pyrrolo[2,1-f][1,2,4]Triazine hydrochloride Cl.FC(N1N=CC(=C1)C=1C=C2C=NC=NN2C1)F